OC1C(=NC=C(C1=O)CCN1C(C=2C(C1=O)=CC(=CC2)OCC2=CC(=CC=C2)C)=O)C N-(2-(3-hydroxy-2-methyl-4-oxo-pyridyl)ethyl)-4-(3-methylbenzyloxy)phthalimide